1-(4,4-difluorocyclohexyl)-3-[[2-(difluoromethoxy)pyridin-4-yl]methyl]urea FC1(CCC(CC1)NC(=O)NCC1=CC(=NC=C1)OC(F)F)F